NC[C@@]1([C@@H]2CCN(C[C@H]12)C1=CN=C2C(=N1)NN=C2C2=C(C(NC=C2)=O)Cl)C2=C(C=CC=C2)F 4-(6-((1S,6R,7R)-7-(aminomethyl)-7-(2-fluorophenyl)-3-azabicyclo[4.1.0]heptan-3-yl)-1H-pyrazolo[3,4-b]pyrazin-3-yl)-3-chloropyridin-2(1H)-one